Amino-4-(pyridin-3-yl)-6-(trifluoromethyl)-3H-pyrido[1,2-c]pyrimidin-3-one NC1=NC(C(=C2N1C=CC(=C2)C(F)(F)F)C=2C=NC=CC2)=O